FC(C1=NC=CC(=C1)C=1C=NC(=C(C1)C(F)F)OCC(CC(C)(C)F)(N)C)F 1-((2',5-bis(difluoromethyl)-[3,4'-bipyridyl]-6-yl)oxy)-4-fluoro-2,4-dimethylpentane-2-amine